C(C)(C)(C)C1N2C(C3=CC(=C(C=C3C1)C=1C=NC(=NC1)NC)OC)=CC(C(=C2)C(=O)O)=O 6-tert-butyl-10-methoxy-9-[2-(methylamino)pyrimidin-5-yl]-2-oxo-6,7-dihydro-2H-pyrido[2,1-a]isoquinoline-3-carboxylic acid